(R)-2-(3-((4-(2-hydroxy-4-(trifluoromethyl)phenyl)-6,7-dihydro-5H-pyrrolo[3,4-d]pyridazin-1-yl)amino)piperidin-1-yl)-1-(4-hydroxypiperidin-1-yl)ethan-1-one OC1=C(C=CC(=C1)C(F)(F)F)C=1C2=C(C(=NN1)N[C@H]1CN(CCC1)CC(=O)N1CCC(CC1)O)CNC2